C(C)[NH+](CC)CC N,N-diethylethylammonium